CN1N=CC=2C1=NC(=CC2N2C[C@@H]([C@H](CC2)C2=CC=C(C=N2)N2CC(C2)(N)C)C)C 1-[6-[(3R,4S)-1-(1,6-dimethylpyrazolo[3,4-b]pyridin-4-yl)-3-methyl-4-piperidinyl]-3-pyridinyl]-3-methyl-azetidin-3-amine